C1(CC1)C=1SC2=C(N1)C=CC(=C2)OC 2-cyclopropyl-6-methoxybenzo[d]thiazole